NC1=C(C=C2N=C(C=NC2=C1C1=C(C(=CC=C1)O)C)C(F)(F)F)C(=O)N (M)-7-Amino-8-(3-hydroxy-2-methylphenyl)-3-(trifluoromethyl)quinoxaline-6-carboxamide